C(=C)C=1C=CC=2N(C3=CC=CC=C3C2C1)CC1=CC=C(C=C1)CP(OC(C)(C)C)(OC(C)(C)C)=O di-tert-butyl ((4-((3-vinyl-9H-carbazol-9-yl)methyl)phenyl)methyl)phosphonate